(7S,8aS)-7-allyl-6-oxohexahydropyrrolo[1,2-a]pyrazine-2(1H)-carboxylic acid tert-butyl ester C(C)(C)(C)OC(=O)N1C[C@H]2N(CC1)C([C@H](C2)CC=C)=O